C(C)(C)(C)C1=NN(C(=C1)NC(=O)NC1=C(C=C(C=C1)OC1=CC=NC=2NC(C=NC21)=O)Cl)C2=CC=CC=C2 1-(3-(tert-butyl)-1-phenyl-1H-pyrazol-5-yl)-3-(2-chloro-4-((3-keto-3,4-dihydropyrido[2,3-b]pyrazin-8-yl)oxy)phenyl)urea